Tert-butyl (3S)-3-[[4-(6-methylsulfonyl-1H-indol-3-yl)-5-(trifluoromethyl)pyrimidin-2-yl]amino]piperidine-1-carboxylate CS(=O)(=O)C1=CC=C2C(=CNC2=C1)C1=NC(=NC=C1C(F)(F)F)N[C@@H]1CN(CCC1)C(=O)OC(C)(C)C